5-cyclopropyl-8-(2-furyl)-4-[(1-naphthyl)methyl]-2-oxo-7-thia-1-azabicyclo[4.3.0]nonane-3,5,8-triene-9-carboxylic acid C1(CC1)C=1C(=CC(N2C(=C(SC12)C=1OC=CC1)C(=O)O)=O)CC1=CC=CC2=CC=CC=C12